pent-4-en-2-ylcarbamic acid tert-butyl ester C(C)(C)(C)OC(NC(C)CC=C)=O